C=CCCCCCCCC 2Z-decaene